ClC=1C=C(C=CC1)NCC=1C=CC(=NC1)NC(=O)C1=CN(C(C=C1)=O)C N-(5-((3-Chlorophenylamino)methyl)pyridin-2-yl)-1-methyl-6-oxo-1,6-dihydropyridine-3-carboxamid